4-(4-Amino-2-cyclopentylphenyl)piperazine-1-carboxylic acid tert-butyl ester C(C)(C)(C)OC(=O)N1CCN(CC1)C1=C(C=C(C=C1)N)C1CCCC1